N-(3-bromo-5-fluorophenyl)-2-hydrazino-N-methyl-7-(trifluoromethyl)quinazolin-4-amine BrC=1C=C(C=C(C1)F)N(C1=NC(=NC2=CC(=CC=C12)C(F)(F)F)NN)C